(5-(aminomethyl)pyridin-2-yl)diisopropylphosphine oxide NCC=1C=CC(=NC1)P(C(C)C)(C(C)C)=O